3-[[4-[(E)-3-(4-Propoxyphenyl)prop-2-enoyl]phenyl]sulfonylamino]propanoic acid C(CC)OC1=CC=C(C=C1)/C=C/C(=O)C1=CC=C(C=C1)S(=O)(=O)NCCC(=O)O